CC1=C(C2=C(C(=N1)NC)CN(C2)C(CC2CC1=CC=C(C=C1C2)F)=O)C 1-[6,7-Dimethyl-4-(methylamino)-1,3-dihydro-2H-pyrrolo[3,4-c]pyridin-2-yl]-2-(5-fluoro-2,3-dihydro-1H-inden-2-yl)ethanon